erbium-lanthanum-aluminum-germanium [Ge].[Al].[La].[Er]